2-chloro-7,8-dihydro-6H-cyclopenta[e]pyrazolo[1,5-a]pyrimidine-6-carbonitrile ClC1=NN2C(N=CC3=C2CCC3C#N)=C1